Trans-N-(4-(4-amino-1-(3-((tert-butyldimethylsilyl)oxy)cyclohexanyl)-1H-pyrazolo[3,4-d]pyrimidin-3-yl)benzyl)-5-fluoro-2-methoxybenzamide NC1=C2C(=NC=N1)N(N=C2C2=CC=C(CNC(C1=C(C=CC(=C1)F)OC)=O)C=C2)[C@@H]2C[C@H](CCC2)O[Si](C)(C)C(C)(C)C